OC(=O)C(F)(F)F.[C@H]12CNC[C@@H]2C1C=1N=NN2C1C=C(C=C2)C 3-[(1R,5S,6r)-3-azabicyclo[3.1.0]hex-6-yl]-5-methyl-[1,2,3]triazolo[1,5-a]pyridine TFA salt